FC1(CC[C@H]([C@@H](C1)O)NC1=NN2C(C=N1)=C(C(=C2C(C)C)I)F)F Trans-5,5-difluoro-2-((5-fluoro-6-iodo-7-isopropylpyrrolo[2,1-f][1,2,4]triazin-2-yl)amino)cyclohexan-1-ol